C1(=CC=C(C=C1)C1=NC(=NC(=N1)Cl)C1=CC2=CC=CC=C2C=C1)C1=CC=CC=C1 2-([1,1'-biphenyl]-4-yl)-4-chloro-6-(naphthalen-2-yl)-1,3,5-triazine